COC1=NC=C(C=C1N)C(F)(F)F 2-methoxy-5-(trifluoromethyl)pyridin-3-amine